4-[4-(2-chlorobenzoyl)phenylthio]phenylbis(4-fluorophenyl)sulfonium hexafluoroantimonate F[Sb-](F)(F)(F)(F)F.ClC1=C(C(=O)C2=CC=C(C=C2)SC2=CC=C(C=C2)[S+](C2=CC=C(C=C2)F)C2=CC=C(C=C2)F)C=CC=C1